FC1=C(COC2=CC=CC(=N2)N2C[C@@H](N(CC2)C(=O)OC(C)(C)C)C)C=CC(=C1)C(=O)OC tert-butyl (S)-4-(6-((2-fluoro-4-(methoxycarbonyl)benzyl)oxy)pyridin-2-yl)-2-methylpiperazine-1-carboxylate